NC1=NC2=CC(=CC(=C2C=C1)F)CN(C(=O)C=1C=NC=CC1)C1=C(C=C(C=C1)F)S(=O)(=O)C N-[(2-amino-5-fluoroquinolin-7-yl)methyl]-N-(4-fluoro-2-methanesulfonylphenyl)pyridine-3-carboxamide